ClC=1C=C(C=CC1OC1=NN(C=C1)C)NC=1C2=C(N=CN1)C=NC(=C2)C2CNCCC2 N-[3-chloro-4-(1-methylpyrazol-3-yl)oxy-phenyl]-6-(3-piperidyl)pyrido[3,4-d]pyrimidin-4-amine